C1(CC1)C1=C(CNC2=NN(C=C2C(C)NC2CCN(CC2)C=2C(=NC=CC2C(F)(F)F)OC)C)C=CC=C1 {1-[3-(2-Cyclopropyl-benzylamino)-1-methyl-1H-pyrazol-4-yl]-ethyl}-(2'-methoxy-4'-trifluoromethyl-3,4,5,6-tetrahydro-2H-[1,3']bipyridinyl-4-yl)-amine